tert-butyl 7-(tert-butyl)-4-p-toluenesulfonyl-8b-(trifluoromethyl)-3,3a,4,8b-tetrahydro-2H-furo[3,2-b]indole-3-carboxylate C(C)(C)(C)C1=CC=2C3(C(N(C2C=C1)S(=O)(=O)C1=CC=C(C)C=C1)C(CO3)C(=O)OC(C)(C)C)C(F)(F)F